BrC1=CC(=C(C(=N1)C[C@@H](C1=C(C=CC=C1)C1=NOC2=C1C=CC(=C2)Cl)N[S@@](=O)C(C)(C)C)F)[Si](C)(C)C (S)-N-{(S)-2-[6-bromo-3-fluoro-4-(trimethylsilyl)pyridine-2-yl]-1-[2-(6-chlorobenzo[d]isoxazol-3-yl)phenyl]ethyl}-2-methylpropane-2-sulfinamide